C1(CC1)C1=CC2=C(N(N=C2C=C1)C=1C=C2C(=CN1)N(N=C2)CC(C(F)(F)F)(F)F)I 5-(5-cyclopropyl-3-iodo-indazol-2-yl)-1-(2,2,3,3,3-pentafluoropropyl)pyrazolo[3,4-c]pyridine